Cl.CN(CCC(=O)O)[13CH3] 3-{Methyl[(13C)methyl]amino}propanoic Acid Hydrochloride